silicon-lead-lithium [Li].[Pb].[Si]